α-Amylcinnamaldehyde C(CCCC)C(C=O)=CC1=CC=CC=C1